N=1CN(C=CC1)N Pyrimidin-3-amine